CN(C1=CC=C(C=CC2=NC=C(C(=O)NC3=CN(C(=C3)C(NC3=CN(C(=C3)C(NCC\C(\NC)=N/[H])=O)C)=O)C)C=C2)C=C1)C (E)-6-(4-(dimethylamino)styryl)-N-(5-((5-((3-imino-3-(methylamino)propyl)carbamoyl)-1-methyl-1H-pyrrol-3-yl)carbamoyl)-1-methyl-1H-pyrrol-3-yl)nicotinamide